FC(C1=NN(C=C1C1=NN=C(O1)SCC=O)C)F 2-((5-(3-(difluoromethyl)-1-methyl-1H-pyrazol-4-yl)-1,3,4-oxadiazol-2-yl)thio)ethan-1-one